S1C(=NC=C1)C1CCC(CO1)OS(=O)(=O)C methanesulfonic acid (6-thiazol-2-yl-tetrahydropyran-3-yl) ester